C1(CC1)C1=C(C(=NO1)C1=C(C=CC=C1Cl)Cl)C(=O)O[C@@]12N(C[C@@H](CC1)C2)C=2C=C(C=C(C(=O)O)C2)F (1S,4S,5R)-5-[[5-cyclopropyl-3-(2,6-dichlorophenyl)-1,2-oxazole-4-carbonyloxy]-2-azabicyclo[2.2.1]heptan-2-yl]-3-fluorobenzoic acid